N-(3-bromophenyl)-8-chloro-N-methyl-[1,2,4]triazolo[4,3-a]quinazolin-5-amine BrC=1C=C(C=CC1)N(C1=NC=2N(C3=CC(=CC=C13)Cl)C=NN2)C